N-[3-(1,1-difluoropropyl)phenyl]-3-methyl-5-oxo-1-[1-(p-tolylsulfonyl)indazol-6-yl]-4H-pyrazole-4-carboxamide FC(CC)(F)C=1C=C(C=CC1)NC(=O)C1C(=NN(C1=O)C1=CC=C2C=NN(C2=C1)S(=O)(=O)C1=CC=C(C=C1)C)C